CSC1=NC(=NC=C1)C1(COC1)NC(OC(C)(C)C)=O tert-butyl (3-(4-(methylthio)pyrimidin-2-yl)oxetan-3-yl)carbamate